BrC1=CC=CC=2C1=CSN2 4-bromo-2,1-benzothiazole